FC1=C(C=CC=C1)C1=CC(=CN1S(=O)(=O)C=1C=NC=CC1)CNC 1-[5-(2-fluorophenyl)-1-(pyridine-3-ylsulfonyl)-1H-pyrrole-3-yl]-N-methyl-methylamine